O1C(CCC1)O.[K] potassium 2-tetrahydrofuranyl alcohol